OC=1C=C2CC[C@@]3([C@H](C2=CC1)C1=CC=C(C=C1)N1CCC(CC1)C=O)CCC1=CC=CC=C13 1-(4-((1R,1'R)-6'-hydroxy-2,3,3',4'-tetrahydro-1'H-spiro[indene-1,2'-naphthalen]-1'-yl)phenyl)piperidine-4-carbaldehyde